mercapto-thioether SSS